1-((R)-3-amino-1-(2-((6-amino-9H-purin-9-yl)methyl)-5-(2,5-difluoro-4-methoxyphenyl)-1-methyl-1H-pyrrol-3-yl)piperidin-3-yl)-2,2-difluoroethan-1-ol N[C@]1(CN(CCC1)C1=C(N(C(=C1)C1=C(C=C(C(=C1)F)OC)F)C)CN1C2=NC=NC(=C2N=C1)N)C(C(F)F)O